tert-butyl 4-chloro-6-(5-chloropyrazolo[1,5-a]pyridin-3-yl)-5',6'-dihydro-[2,3'-bipyridine]-1'(2'H)-carboxylate ClC1=CC(=NC(=C1)C=1C=NN2C1C=C(C=C2)Cl)C=2CN(CCC2)C(=O)OC(C)(C)C